((4-(Trifluoromethyl)pyridin-2-yl)methylene)bis(4,1-phenylene) diacetate C(C)(=O)OC1=CC=C(C=C1)C(C1=CC=C(C=C1)OC(C)=O)C1=NC=CC(=C1)C(F)(F)F